ClC=1C=NC(=NC1)OC1=NC(=CC(=C1C1=CC(=NO1)C(F)F)C)C 5-[2-(5-chloropyrimidin-2-yl)oxy-4,6-dimethyl-3-pyridyl]-3-(Difluoromethyl)isoxazole